2,3-dihydroxybenzenedihydrazide OC1(C(C=CC=C1O)C(=O)NN)C(=O)NN